4-(5-bromo-1-tosyl-1H-pyrrolo[2,3-b]pyridin-3-yl)-N,N-dimethylbenzamide BrC=1C=C2C(=NC1)N(C=C2C2=CC=C(C(=O)N(C)C)C=C2)S(=O)(=O)C2=CC=C(C)C=C2